{3-[(1,3-benzothiazol-2-yl)amino]-4-methyl-5H,6H,7H,8H-pyrido[2,3-C]pyridazin-8-yl}benzoic acid ethyl ester C(C)OC(C1=C(C=CC=C1)N1CCCC2=C1N=NC(=C2C)NC=2SC1=C(N2)C=CC=C1)=O